BrC1=CC=C(C=C1)S(=O)(=O)CCC(C)(C)C 1-bromo-4-((3,3-dimethylbutyl)sulfonyl)benzene